BrC=1C=CC=2N(C3=CC=CC=C3C2C1)C(CCCC(C1=NC=CC=C1)N1C2=CC=CC=C2C=2C=C(C=CC12)Br)C1=NC=CC=C1 1,5-bis(3-bromo-9H-carbazol-9-yl)-1,5-di(pyridin-2-yl)pentane